CCC(CCOCCCN)CCC 3-(2-Ethyl)hexyloxypropylamine